2-Cyclopropyl-5-(piperazin-1-yl)pyrazine C1(CC1)C1=NC=C(N=C1)N1CCNCC1